1-octyl-1-methyl-2-butyl-pyrrolium chloride [Cl-].C(CCCCCCC)[N+]1(C(=CC=C1)CCCC)C